[In].O=S.[Pd].[Cu] copper palladium oxysulfide indium